F[B-](F)(F)F.C(CCC)N1CC=C(C=C1)C 1-butyl-4-methylpyridine tetrafluoroborate salt